C(C)C1=CC=C(C=C1)S(=O)(=O)C=1C=NC2=CC=C(C=C2C1N1CCCC1)OC 3-((4-ethylphenyl)sulfonyl)-6-methoxy-4-(pyrrolidin-1-yl)quinoline